CN(C(=O)ON=C1CC=C2C=CC3=CC=CC=C3C2=C1)C Phenanthren-3(2H)-one O-dimethylcarbamoyl oxime